3-(1-(dicyclopropylmethyl)-5-(3,5-dimethylisoxazol-4-yl)-1H-pyrrolo[2,3-b]pyridin-3-yl)-4-(trifluoromethoxy)benzoic acid C1(CC1)C(N1C=C(C=2C1=NC=C(C2)C=2C(=NOC2C)C)C=2C=C(C(=O)O)C=CC2OC(F)(F)F)C2CC2